ClC1=NC=C(C(=N1)N[C@@H]1CN(CC1)C(=O)OC(C)(C)C)NC1=CC=C(C=C1)C(=O)OC 2-Methyl-2-propanyl (3S)-3-[(2-chloro-5-{[4-(methoxycarbonyl)phenyl]amino}-4-pyrimidinyl)amino]-1-pyrrolidinecarboxylate